(1s,2s)-cyclopropane-1,2-dicarboxylic acid [C@H]1([C@H](C1)C(=O)O)C(=O)O